4-{[4-(5-Chloro-2-methoxy-benzenesulfonyl)-1,1-dioxo-1,2,3,4-tetrahydro-benzo[1,4]thiazine-6-carbonyl]-amino}-2-fluoro-benzoic acid ClC=1C=CC(=C(C1)S(=O)(=O)N1CCS(C2=C1C=C(C=C2)C(=O)NC2=CC(=C(C(=O)O)C=C2)F)(=O)=O)OC